[Hf].N1=C(C=CC=C1C1=CC=2N(C3=CC=CC=C3C2C=C1)C1=C(C(=CC(=C1)C)C1=CC=CC=C1)O)C1=C(C=CC=C1)C=1C(=C(C=C(C1)C)N1C2=CC=CC=C2C=2C=CC=CC12)O [2',2'-(pyridine-2,6-diyl)bis(3-(9H-carbazol-9-yl)-5-methyl-[1,1'-biphenyl]-2-ol)] hafnium